methyl 6-(3-morpholinopropoxy)quinoline-4-carboxylate O1CCN(CC1)CCCOC=1C=C2C(=CC=NC2=CC1)C(=O)OC